C(C1=CC=CC=C1)N1C([C@H]2C([C@H]2C1=O)(C)C)=O (1R,5S)-3-benzyl-6,6-dimethyl-3-azabicyclo[3.1.0]hexane-2,4-dione